C(=C)(C)C1=C(N)C(=CC=C1)C 2-Isopropenyl-6-methyl-aniline